C(C)[N+](CC1=CC(=CC=C1)S(=O)(=O)O)=C1C=CC(C=C1)=C(C1=C(C=CC=C1)S(=O)(=O)O)C1=CC=C(C=C1)N(CC1=CC(=CC=C1)S(=O)(=O)O)CC Ethyl-[4-[[4-[ethyl-[(3-sulfophenyl)methyl]amino]phenyl]-(2-sulfophenyl)methyliden]-1-cyclohexa-2,5-dienyliden]-[(3-sulfophenyl)methyl]azanium